2-azido-1,3-dimethyl-1H-imidazol-3-ium hexafluorophosphate F[P-](F)(F)(F)(F)F.N(=[N+]=[N-])C=1N(C=C[N+]1C)C